N-((1S)-1-cyclohexyl-2-((7-(4-methyl-2-oxoimidazolidin-1-yl)-7-(methylcarbamoyl)-5,6,7,8-tetrahydronaphthalen-2-yl)amino)-2-oxoethyl)-1-methyl-1H-pyrazole-5-carboxamide C1(CCCCC1)[C@@H](C(=O)NC1=CC=2CC(CCC2C=C1)(C(NC)=O)N1C(NC(C1)C)=O)NC(=O)C1=CC=NN1C